ClC=1C(=CC(=C(N)C1)F)C=1C=NC(=CC1)OC(F)F 5-Chloro-4-(6-(difluoromethoxy)pyridin-3-yl)-2-fluoroaniline